CN1N=C(C=C1OC=1C=C(C#N)C=CC1N1N=CC(=C1)N1C(CNCCC1)=O)C1=CC=CC=C1 3-(2-methyl-5-phenylpyrazol-3-yl)oxy-4-[4-(2-oxo-1,4-diazepan-1-yl)pyrazol-1-yl]benzonitrile